BrC=1C(=CC(=C(C1)N(S(=O)(=O)C)C)[N+](=O)[O-])Cl N-(5-bromo-4-chloro-2-nitroPhenyl)-N-methylmethanesulfonamide